4-chloro-3-(pyrrolidin-1-ylmethyl)benzonitrile ClC1=C(C=C(C#N)C=C1)CN1CCCC1